tert-butyl-(((1S,2R)-2-ethynylcyclopropyl)methoxy)diphenylsilane tert-butyl-(6-azaspiro[3.4]octan-1-yl)carbamate hydrochloride Cl.C(C)(C)(C)N(C(O)=O)C1CCC12CNCC2.C(C)(C)(C)[Si](C2=CC=CC=C2)(C2=CC=CC=C2)OC[C@@H]2[C@@H](C2)C#C